[1-(4-chloro-2-thienyl)ethyl]-N'-cyclopropyl-ethane-1,2-diamine hydrochloride Cl.ClC=1C=C(SC1)C(C)C(CNC1CC1)N